2-(2-benzyloxy ethoxy)ethyl 4-methylbenzenesulfonate CC1=CC=C(C=C1)S(=O)(=O)OCCOCCOCC1=CC=CC=C1